NC1CCC(CC1)OC(=O)C=1C=NC2=CC=C(C=C2C1)C=1C=NNC1C1=NC(=CC=C1)C.CS(=O)(=O)C1=C(C=CC=C1)COC1CNC1 3-[(2-methylsulfonylphenyl)methoxy]azetidine (4-aminocyclohexyl)6-[5-(6-methyl-2-pyridyl)-1H-pyrazol-4-yl]quinoline-3-carboxylate